N-(5-(6-(2-bromo-4-(trifluoromethoxy)phenyl)-1-oxo-3,4-dihydroisoquinolin-2(1H)-yl)-2-hydroxyphenyl)methanesulfonamide BrC1=C(C=CC(=C1)OC(F)(F)F)C=1C=C2CCN(C(C2=CC1)=O)C=1C=CC(=C(C1)NS(=O)(=O)C)O